CC1=[N+](ON=C1[N+](=O)[O-])[O-] 3-methyl-4-nitro-1,2,5-oxadiazole 2-oxide